C1(=CC=C(C=C1)/C=C/C(=O)O)C1=CC=CC=C1 (E)-3-([1,1'-biphenyl]-4-yl)acrylic acid